methyl cis-3-[(4-cyanopyrimidin-2-yl)amino]-1-methyl-cyclobutane-carboxylate C(#N)C1=NC(=NC=C1)NC1CC(C1)(C(=O)OC)C